3-[METHYL(4-METHYLPENTAN-2-YL)AMINO]PROPANAL CN(CCC=O)C(C)CC(C)C